3-methoxy-1-[4-(trifluoromethyl)phenyl]-1H-pyrazole-4-carboxamide COC1=NN(C=C1C(=O)N)C1=CC=C(C=C1)C(F)(F)F